N-(2-phenyl-1H-pyrrolo[2,3-b]pyridin-5-yl)pyridazine-3-carboxamide C1(=CC=CC=C1)C1=CC=2C(=NC=C(C2)NC(=O)C=2N=NC=CC2)N1